ethyl 5-carbamoyl-4-(5-((3,4-difluorobenzyl)carbamoyl)thiophen-2-yl)-2-(4-fluorophenethyl)-6-isobutylnicotinate C(N)(=O)C=1C(=NC(=C(C(=O)OCC)C1C=1SC(=CC1)C(NCC1=CC(=C(C=C1)F)F)=O)CCC1=CC=C(C=C1)F)CC(C)C